mono-4-methylbenzenesulfonate CC1=CC=C(C=C1)S(=O)(=O)[O-]